(R)-3,3-diethyl-5-((4-(4-fluorophenyl)piperazin-1-yl)methyl)pyrrolidin-2-one formate C(=O)O.C(C)C1(C(N[C@H](C1)CN1CCN(CC1)C1=CC=C(C=C1)F)=O)CC